(R)-N-(2-fluoro-5-((2-(2-(methoxymethyl)pyrrolidin-1-yl)ethyl)carbamoyl)phenyl)-2-(1-methyl-1H-pyrazol-4-yl)-1H-pyrrolo[2,3-b]pyridine-5-carboxamide FC1=C(C=C(C=C1)C(NCCN1[C@H](CCC1)COC)=O)NC(=O)C=1C=C2C(=NC1)NC(=C2)C=2C=NN(C2)C